NC=1C=C2C=CN=C(C2=CC1)NC 6-Amino-methyl-isoquinolin-1-ylamine